C1(CCCCC1)P(C1=C(C=CC=C1)C1=C(C=CC=C1OC(C)C)OC(C)C)C1CCCCC1 dicyclohexyl-[2-[2,6-di(propan-2-yloxy)phenyl]phenyl]phosphine